C(C)N1CCN(CC1)C1=C(C=C(N)C=C1)F 4-(4-ethylpiperazin-1-yl)-3-fluoroaniline